[3-(5-fluoropyridin-2-yl)azetidine-1-carbonyl]-6-methyl-N-(1-methylcyclopropyl)furo[2,3-d]pyrimidin-4-amine FC=1C=CC(=NC1)C1CN(C1)C(=O)C=1N=C(C2=C(N1)OC(=C2)C)NC2(CC2)C